O1CC(CC1)CN1N=CC(=C1)N 1-((tetrahydrofuran-3-yl)methyl)-1H-pyrazol-4-amine